4-nitro-1-(1-(2,4,6-trifluorophenyl)ethyl)-1H-pyrazole [N+](=O)([O-])C=1C=NN(C1)C(C)C1=C(C=C(C=C1F)F)F